tert-butyl 4-[(2,6-dioxo-4-piperidyl)methyl]piperidine-1-carboxylate O=C1NC(CC(C1)CC1CCN(CC1)C(=O)OC(C)(C)C)=O